alanyl-phosphonic acid N[C@@H](C)C(=O)P(O)(O)=O